ethylen 2,5-Furandicarboxylat O1C2=CC=C1C(=O)OCCOC2=O